C1(CCCC1)C(C(=O)NCC1=CN=C(N=N1)SC)C 2-cyclopentyl-N-{[3-(methylsulfanyl)-1,2,4-triazin-6-yl]methyl}propanamide